2-(4'-methoxyphenyl)-4,5-diphenylimidazole COC1=CC=C(C=C1)C=1NC(=C(N1)C1=CC=CC=C1)C1=CC=CC=C1